C(C)(C)(C)OC(C1=NC=CC(=C1)N1CC(C1)O)=O 4-(3-Hydroxyazetidin-1-yl)picolinic acid tert-butyl ester